ClC=1C=C(C=C(C1)S(=O)(=O)C)NC(=O)C1=CN(C(=C1)C)C1=NC=CC=C1OCC=1C=NC=C(C1)F N-(3-chloro-5-methylsulfonylphenyl)-1-{3-[(5-fluoropyridin-3-yl)methoxy]pyridin-2-yl}-5-methylpyrrole-3-carboxamide